3-(naphthalen-1-yl)propiolic acid C1(=CC=CC2=CC=CC=C12)C#CC(=O)O